N[C@H](C(=O)O)[C@H](C)N (3S,2S)-2,3-DIAMINOBUTYRIC ACID